tert-butyl 8-(6-methyl-2-(3-methyl-1-((2-(trimethylsilyl) ethoxy) methyl)-1H-pyrazol-4-yl) pyrido[3,4-d]pyrimidin-4-yl)-2,8-diazaspiro[4.5]decane-2-carboxylate CC1=CC2=C(N=C(N=C2N2CCC3(CCN(C3)C(=O)OC(C)(C)C)CC2)C=2C(=NN(C2)COCC[Si](C)(C)C)C)C=N1